3-[4-(12-hydroxy-4,7,10-trioxa-1-azadodecan-1-yl)-1-oxo-2,3-dihydro-1H-isoindol-2-yl]piperidine-2,6-dione OCCOCCOCCOCCNC1=C2CN(C(C2=CC=C1)=O)C1C(NC(CC1)=O)=O